C(C1=CC=CC=C1)OC(=O)N[C@@H](CC(=O)O)C(=O)OCC (S)-3-(((benzyloxy)carbonyl)amino)-4-ethoxy-4-oxobutanoic acid